O1CC(CC1)CC 2-(tetrahydrofuran-3-yl)ethane